(2R)-4-chloro-5-[[(3R)-4,4-difluorotetrahydropyran-3-yl]methylamino]-2-[1-(4-ethynylphenyl)sulfonyl-4-piperidyl]pyridazin-3-one ClC=1C(N(N=CC1NC[C@@H]1COCCC1(F)F)C1CCN(CC1)S(=O)(=O)C1=CC=C(C=C1)C#C)=O